C1(CC1)N(C1=C(C(=NC=N1)NCC1CCN(CC1)CC(=O)N)F)CC1=NC=C(C=C1)C(F)(F)F 2-(4-(((6-(cyclopropyl((5-(trifluoromethyl)pyridin-2-yl)methyl)amino)-5-fluoropyrimidin-4-yl)amino)methyl)piperidin-1-yl)acetamide